4-((2,6-difluoro-4-(2-methyl-1H-imidazol-1-yl)benzyl)oxy)phenyl sulfurofluoridate S(OC1=CC=C(C=C1)OCC1=C(C=C(C=C1F)N1C(=NC=C1)C)F)(=O)(=O)F